C(C)N(C1=CC2=C([C@@H](CCO2)CNC=2C=NC=CC2C(=O)O)C=C1)C1=CC=CC=C1 3-({[(4R)-7-[ethyl-(phenyl)amino]-3,4-dihydro-2H-1-benzopyran-4-yl]methyl}amino)pyridine-4-carboxylic acid